5-(4-((4-ethyl-5-oxo-2,3,5,6-tetrahydropyrano[4,3,2-de]quinolin-8-yl)methyl)piperazin-1-yl)-N-methylpyridineamide C(C)C=1C(NC=2C=C(C=C3C2C1CCO3)CN3CCN(CC3)C=3C=CC(=NC3)C(=O)NC)=O